(Z)-5-(4-fluoro-3-hydroxybenzylidene)-3-(3-hydroxybenzyl)thiazolidine-2,4-dione FC1=C(C=C(\C=C/2\C(N(C(S2)=O)CC2=CC(=CC=C2)O)=O)C=C1)O